BrC1=CC=C(CN2C(CCC2)C2=CC3=C(OCCO3)C=C2)C=C1 1-(4-bromobenzyl)-2-(2,3-dihydrobenzo[b][1,4]dioxin-6-yl)pyrrolidine